CC1=NC2=CC=C(C=C2C=C1)C=1CCN(CC1)C(=O)OC(C)(C)C tert-butyl 4-(2-methylquinolin-6-yl)-3,6-dihydropyridine-1(2H)-carboxylate